O=C1N(C(C2=CC=CC=C12)=O)CCS(=O)(=O)NC1=C(N=CS1)C(=O)O 5-{[2-(1,3-dioxo-2,3-dihydro-1H-isoindol-2-yl)ethyl]sulfonylamino}-1,3-thiazole-4-carboxylic acid